COC=1C=C(C=O)C=CC1OC(CC=C)CCCCCCCCC=C 3-methoxy-4-(tetradeca-1,13-dien-4-yloxy)benzaldehyde